(S)-4-(difluoromethylene)-3-methylpiperidine-1-carboxylic acid tert-butyl ester C(C)(C)(C)OC(=O)N1C[C@H](C(CC1)=C(F)F)C